tert-butyl-3-[1-[(3-bromophenyl)methyl]-2-tert-butoxy-2-oxo-ethyl]pyrrolidine-1-carboxylate C(C)(C)(C)OC(=O)N1CC(CC1)C(C(=O)OC(C)(C)C)CC1=CC(=CC=C1)Br